CC1(OCCCO1)C1=CC2=C(SC=C2)C(=C1)C#N 5-(2-Methyl-1,3-dioxan-2-yl)benzo[b]thiophene-7-carbonitrile